5-methoxy-N1-methyl-2-nitrobenzene-1,4-diamine COC=1C(=CC(=C(C1)NC)[N+](=O)[O-])N